O1C=CC2=C1C=C(C=C2)CC(C)NCC [1-(1-benzofuran-6-yl)propan-2-yl](ethyl)amine